O=C(CCC1=NC2=CC=C(C=C2C=C1C(=O)N)C=1C=NNC1)N1CCCC1 3-oxo-3-(pyrrolidin-1-yl)propyl-6-(1H-pyrazol-4-yl)quinoline-3-carboxamide